C[C@H]1N([C@H](CCC1)C)CCOC1=CC=C(C=C1)C=1C=C2C=CC(=NC2=CC1)C=1C2=C(C(N(C1)C)=O)NC=C2 4-{6-[4-(2-((2R,6S)-2,6-dimethylpiperidin-1-yl)ethoxy)phenyl]quinolin-2-yl}-6-methyl-1H-pyrrolo[2,3-c]pyridin-7(6H)-one